4-(2-(methylamino)-2-oxoethyl)piperazin CNC(CN1CCNCC1)=O